1-(6-(4-chlorophenyl)-4-oxo-8-(pyridin-3-yl) pyrido[3,4-d]pyrimidin-3(4H)-yl)-2-methylpropan-2-yl acetate C(C)(=O)OC(CN1C=NC2=C(C1=O)C=C(N=C2C=2C=NC=CC2)C2=CC=C(C=C2)Cl)(C)C